(2S,4R)-1-(2-(3-acetyl-5-(2-methylpyrimidin-5-yl)-1H-indazol-1-yl)acetyl)-N-(((S)-2,2-dichlorocyclopropyl)methyl)-4-fluoropyrrolidine-2-carboxamide C(C)(=O)C1=NN(C2=CC=C(C=C12)C=1C=NC(=NC1)C)CC(=O)N1[C@@H](C[C@H](C1)F)C(=O)NC[C@H]1C(C1)(Cl)Cl